CN1N=C2C(CN(C=3C(=CC=CC23)NC2=CC=NC=C2C(=O)NC)C)=N1 4-((2,5-dimethyl-4,5-dihydro-2H-[1,2,3]triazolo[4,5-c]quinolin-6-yl)amino)-N-methylnicotinamide